2-butyloctyl 19-(didecylamino)-10-(octylamino)-19-oxononadecanoate 2-butyloctyl-19-(didecylamino)-10-(octylamino)-l-9-oxononadecanoate C(CCC)C(COC(CCCCCCCC([C@H](CCCCCCCCCN(CCCCCCCCCC)CCCCCCCCCC)NCCCCCCCC)=O)=O)CCCCCC.C(CCCCCCCCC)N(C(CCCCCCCCC(CCCCCCCCC(=O)OCC(CCCCCC)CCCC)NCCCCCCCC)=O)CCCCCCCCCC